N1CCC(CC1)OC=1C=C2CCCNC2=CC1 6-(piperidin-4-yloxy)-1,2,3,4-tetrahydroquinoline